ClC1=CC=C2C(=N1)N(C=N2)C2=CC=C(N)C=C2 4-(5-chloroimidazo[4,5-b]pyridin-3-yl)-aniline